N,N-dimethyl-n-hexylamine CN(C)CCCCCC